2-((2S)-4-(6-(1,2-dihydroacenaphthylen-1-yl)-2-((S)-2-(hydroxymethyl)pyrrolidin-1-yl)-6,7-dihydro-5H-pyrrolo[3,4-d]pyrimidin-4-yl)piperazin-2-yl)acetonitrile C1(CC2=CC=CC3=CC=CC1=C23)N2CC=3N=C(N=C(C3C2)N2C[C@@H](NCC2)CC#N)N2[C@@H](CCC2)CO